3,6-dibromo-9-phenyl-9H-carbazole BrC=1C=CC=2N(C3=CC=C(C=C3C2C1)Br)C1=CC=CC=C1